3-(7-chloro-3-(tetrahydro-2H-pyran-2-yl)-3H-imidazo[4,5-b]pyridin-5-yl)-2-fluorobenzonitrile ClC1=C2C(=NC(=C1)C=1C(=C(C#N)C=CC1)F)N(C=N2)C2OCCCC2